(2R,5R)-3-(4-amino-3-chlorophenylethyl)-2-(1-(4-bromophenyl)-3-(4-fluorophenyl)-1H-pyrazol-4-yl)-5-methyloxazolidin-4-one NC1=C(C=C(C=C1)CCN1[C@H](O[C@@H](C1=O)C)C=1C(=NN(C1)C1=CC=C(C=C1)Br)C1=CC=C(C=C1)F)Cl